3-(10-bromo-9-anthracenyl)-phenylboronic acid BrC1=C2C=CC=CC2=C(C2=CC=CC=C12)C=1C=C(C=CC1)B(O)O